3-azetidineethanol hydrochloride Cl.N1CC(C1)CCO